(6aR)-1-(4-(azetidin-1-yl)-2,2-dimethylpyrrolidin-1-yl)-4-chloro-3-(2-fluorophenyl)-6,6a,7,8,9,10-hexahydro-12H-pyrazino[2,1-c]pyrido[3,4-f][1,4]oxazepin-12-one N1(CCC1)C1CC(N(C1)C1=NC(=C(C2=C1C(N1[C@@H](CO2)CNCC1)=O)Cl)C1=C(C=CC=C1)F)(C)C